(6-{7-[2-(1-methyl-1H-imidazol-2-yl)-ethoxy]-imidazo[1,2-a]pyridin-3-yl}-pyrimidin-4-yl)-[4-(2-methyl-2H-[1,2,3]triazol-4-yl)-benzyl]-amine CN1C(=NC=C1)CCOC1=CC=2N(C=C1)C(=CN2)C2=CC(=NC=N2)NCC2=CC=C(C=C2)C2=NN(N=C2)C